NC=1N=C(N=NC1C1=NC=CC(=C1)C(=O)OC)N1CCC(CC1)(C)NC(C1=CC=C(C=C1)C(N(C)OC)=O)=O Methyl 2-[5-amino-3-(4-{4-[methoxy (methyl)carbamoyl]benzamido}-4-methylpiperidin-1-yl)-1,2,4-triazin-6-yl]pyridine-4-carboxylate